ClCC=1C=NN(C1)C1=C(C=CC=C1)F 4-(chloromethyl)-1-(2-fluorophenyl)-1H-pyrazole